COC=1C=C(C=CC1)C1=NC(=CC2=C1NC1=CC=CC=C21)NC=2C(C(C1=CC=CC=C1C2)=O)=O ((1-(3-methoxyphenyl)-9H-pyrido[3,4-b]indol-3-yl)amino)naphthalene-1,2-dione